N(=NP)P azophosphine